C(N)(=O)C1CCN(CC1)CC1=CC=C(S1)C(=O)CNCCN1CCC(CC1)OC(NC1=C(C=CC=C1)C1=CC=CC=C1)=O Biphenyl-2-yl-carbamic acid 1-(2-{[5-(4-carbamoylpiperidin-1-ylmethyl)thiophene-2-carbonyl]methylamino}ethyl)piperidin-4-yl ester